C(C)(C)(C)OC(=O)N1CCC2(CC1)C=C1C(NCC=C1)=C2 dihydrospiro[cyclopenta[b]pyridine-6,4'-piperidine]-1'-carboxylic acid tert-butyl ester